C1(CC1)C=1N=NN(C1)[C@H](C(=O)N1[C@@H](C[C@H](C1)O)C(=O)NCC(C)S(N)(=O)=O)C(C)(C)C (2S,4R)-1-[(2S)-2-(4-cyclopropyltriazol-1-yl)-3,3-dimethyl-butanoyl]-4-hydroxy-N-(2-sulfamoylpropyl)pyrrolidine-2-carboxamide